N[C@H](CC1=CNC=N1)C(=O)N1CC(C1)OC1=C(C=2O[B-]([C@H]3C[C@H]3C2C=C1)(O)O)C(=O)O (2R,4S)-9-(1-D-histidylazetidin-3-yl)oxy-5,5-dihydroxy-6-oxa-5-boranuidatricyclo[5.4.0.02,4]undeca-1(7),8,10-triene-8-carboxylic acid